COC(=O)C12CCC(CC1)C2 4-(METHOXYCARBONYL)BICYCLO[2.2.1]HEPTANE